1-cyclohexylpropynyl acrylate C(C=C)(=O)OCC#CC1CCCCC1